(1-(3-bromo-4-fluorophenyl)cyclopropyl)methylamine BrC=1C=C(C=CC1F)C1(CC1)CN